10-methoxy-5,5,7-trimethyl-2,3-dihydro-1H,5H-pyrido[3,2,1-ij]quinolone COC1=C2C(CCN3C2=C(C=C1)C(=CC3(C)C)C)=O